ClC1=CC(=C(C=C1)C1=CC=C(N=N1)N([C@@H]1C[C@H]2CC([C@@H](C1)N2C(=O)OC(C)(C)C)(F)F)C)OCOC tert-butyl (1S,3R,5R)-3-((6-(4-chloro-2-(methoxymethoxy)phenyl)pyridazin-3-yl)(methyl)amino)-6,6-difluoro-8-azabicyclo[3.2.1]octane-8-carboxylate